tert-butyl (2-(6-(3,4-difluoro-2-hydroxyphenyl)imidazo[1,2-a]pyridin-3-yl)ethyl)(methyl)carbamate FC=1C(=C(C=CC1F)C=1C=CC=2N(C1)C(=CN2)CCN(C(OC(C)(C)C)=O)C)O